3-fluorophenylacetic acid FC=1C=C(C=CC1)CC(=O)O